C1(=CC=CC=C1)C(CO)(CO)C1=CC=CC=C1 2,2-diphenyl-1,3-propanediol